FC=1C=C(C#N)C=CC1C1=CC(=CC=2N1N=CN2)NCCOC 3-fluoro-4-{7-[(2-methoxyethyl)amino]-[1,2,4]triazolo[1,5-a]pyridin-5-yl}benzonitrile